C1=CC=CC=2C3=CC=CC=C3C(C12)N Fluorene-9-amine